P(=O)(OCCCCC)(OCCCCC)OCN1CCC(CC1)N dipentyl ((4-aminopiperidin-1-yl) methyl) phosphate